BrCC=1C=C(C(=O)OC)C=CC1C1=CC(=NC=C1F)OC methyl 3-(bromomethyl)-4-(5-fluoro-2-methoxypyridin-4-yl)benzoate